COC1=C(C=CC(=C1)OC)C1=CC=C(C=C1)N1N=NC(=C1)C=1C=C(C(=O)O)C=CC1 3-(1-(2',4'-Dimethoxy-[1,1-biphenyl]-4-yl)-1H-1,2,3-triazol-4-yl)benzoic acid